1-(3,4-Dihydro-2H-chromen-3-yl)-3-[trans-(7RS,9RS)-9-(1H-benzimidazol-2-ylamino)-3-cyclopropyl-5-(2-methylpropylsulfamoyl)-8,9-dihydro-7H-cyclopenta[h]isochinolin-7-yl]urea O1CC(CC2=CC=CC=C12)NC(=O)N[C@@H]1C[C@H](C=2C1=CC(=C1C=C(N=CC21)C2CC2)S(NCC(C)C)(=O)=O)NC2=NC1=C(N2)C=CC=C1 |r|